N-[2,6-difluoro-4-[2-(3-methoxyphenyl)ethynyl]phenyl]-3-fluoro-2,5-dimethyl-benzenesulfonamide FC1=C(C(=CC(=C1)C#CC1=CC(=CC=C1)OC)F)NS(=O)(=O)C1=C(C(=CC(=C1)C)F)C